5-((4-(benzhydryloxy)-4-oxobut-2-yn-1-yl)oxy)-4,5-dioxopentanoic acid C(C1=CC=CC=C1)(C1=CC=CC=C1)OC(C#CCOC(C(CCC(=O)O)=O)=O)=O